OC1=CC=C(C=C1)C1(C2C3CCCC3C1CC2)C2=CC=C(C=C2)O 5-bis(4-hydroxyphenyl)hexahydro-4,7-methyleneindan